NCCCC(C(=O)N)=C 3-aminopropylacrylamide